2-(1,3-dioxoisoindolin-2-yl)ethanesulfonyl chloride O=C1N(C(C2=CC=CC=C12)=O)CCS(=O)(=O)Cl